4-fluoro-1-[2-(1,2-oxazol-4-yl)acetyl]-N-{phenyl[4-(propan-2-yl)phenyl]methyl}pyrrolidine-2-carboxamide FC1CC(N(C1)C(CC=1C=NOC1)=O)C(=O)NC(C1=CC=C(C=C1)C(C)C)C1=CC=CC=C1